C(C)(C)(C)OC(=O)N1CCN(CC1)C1=CC=CC=2N(C(N(C21)C)=O)C2C(N(C(CC2)=O)CC2=CC=C(C=C2)OC)=O.BrC2=CC=C(C1=CC(=CC=C21)OC)NC(C)=O N-(4-bromo-7-methoxynaphthalen-1-yl)acetamide tert-butyl-4-(1-(1-(4-methoxybenzyl)-2,6-dioxopiperidin-3-yl)-3-methyl-2-oxo-2,3-dihydro-1H-benzo[d]imidazol-4-yl)piperazine-1-carboxylate